(Z)-3-((4-(3-chloro-2-hydroxypropanamido)-3,5-dimethyl-1H-pyrrol-2-yl)methylene)-2-oxo-N-((R)-1-phenylethyl)indoline-5-carboxamide ClCC(C(=O)NC=1C(=C(NC1C)\C=C\1/C(NC2=CC=C(C=C12)C(=O)N[C@H](C)C1=CC=CC=C1)=O)C)O